1-(4-bromophenyl)-N-[1-(4-methoxyphenyl)ethyl]-1-(4-methylphenyl)-1-oxo-λ6-sulfanimine BrC1=CC=C(C=C1)S(=NC(C)C1=CC=C(C=C1)OC)(=O)C1=CC=C(C=C1)C